CN(C)CC1(CC1)COC=1N=C(C2=C(N1)CN(CC2)C2=CC=CC1=CC=CC(=C21)CC)NCC2=NNC(=C2)CO (3-(((2-((1-((dimethylamino)methyl)cyclopropyl)methoxy)-7-(8-ethylnaphthalen-1-yl)-5,6,7,8-tetrahydropyrido[3,4-d]pyrimidin-4-yl)amino)methyl)-1H-pyrazol-5-yl)methanol